1-(2,2-diethoxyethoxy)-2-fluoro-3-Methylbenzene C(C)OC(COC1=C(C(=CC=C1)C)F)OCC